N1(C=NC=C1)C1=NC(=NC=C1)C(=O)NC=1C=NC(=CC1)C(F)(F)F 4-(1H-imidazol-1-yl)-N-(6-(trifluoromethyl)pyridin-3-yl)pyrimidine-2-carboxamide